(E)-3-(2-hydroxy-3-methoxyphenyl)-1-phenylprop-2-en-1-one OC1=C(C=CC=C1OC)/C=C/C(=O)C1=CC=CC=C1